Bis(2,3,5-triphenylpyrazin-yl)(dipivaloylmethan-yl)iridium (III) C1(=CC=CC=C1)C1=NC(=C(N=C1C1=CC=CC=C1)C1=CC=CC=C1)[Ir](C(C(C(C)(C)C)=O)C(C(C)(C)C)=O)C1=C(N=C(C(=N1)C1=CC=CC=C1)C1=CC=CC=C1)C1=CC=CC=C1